(2-((4-cyclopropyl-1-(2,6-dichlorophenyl)-1H-1,2,3-triazol-5-yl)methylene)-7-azaspiro[3.5]non-7-yl)-4-fluorobenzo[d]thiazole-6-carboxylic acid C1(CC1)C=1N=NN(C1C=C1CC2(C1)CCN(CC2)C=2SC1=C(N2)C(=CC(=C1)C(=O)O)F)C1=C(C=CC=C1Cl)Cl